1-(4-(5-amino-6-((1-(1-methylpiperidin-4-yl)-1H-pyrazol-4-yl)oxy)pyrazin-2-yl)-2,6-dimethylbenzyl)-3-cyclopentylurea NC=1N=CC(=NC1OC=1C=NN(C1)C1CCN(CC1)C)C1=CC(=C(CNC(=O)NC2CCCC2)C(=C1)C)C